S(=O)(=O)=C1C=2C(=C3C=CNC3=C1)C=CC(C2)=S(=O)=O 5,7-disulfonyl-3H-benzo[e]indole